6-fluoro-1-methyl-N-{8-methyl-2-[(2R)-1-methylpyrrolidin-2-yl]imidazo[1,2-a]pyrazin-6-yl}indazole-5-carboxamide FC1=C(C=C2C=NN(C2=C1)C)C(=O)NC=1N=C(C=2N(C1)C=C(N2)[C@@H]2N(CCC2)C)C